C(C)(C)(C)C1=CC=C(C(=N1)Cl)C(=O)NS(=O)(=O)C1=NN(C=C1)C(CC[C@H]1CC(N(C1)C(=O)OC(C)(C)C)(C)C)C1=CC=CC=C1 tert-butyl (4S)-4-[3-[3-[(6-tert-butyl-2-chloro-pyridine-3-carbonyl)sulfamoyl]pyrazol-1-yl]-3-phenyl-propyl]-2,2-dimethyl-pyrrolidine-1-carboxylate